FC(F)(F)C1=C(C=CC=C1)C=1C=C(C=C(C1)C1=C(C=CC=C1)C(F)(F)F)NC(C1=C(C=CC(=C1)Cl)O)=O N-[3,5-bis(trifluoromethylphenyl)phenyl]-5-chloro-2-hydroxybenzamide